C(=C)C1=C(N=CS1)C 5-ethenyl-4-methyl-1,3-thiazole